C(C)C(CP(O)(=O)CC(C(C)C)C)CCCC (2-ethylhexyl)(2,3-dimethylbutyl)phosphinic acid